BrC=1C(=C2C(=C(C=NC2=CC1)[N+](=O)[O-])O)F 6-Bromo-5-fluoro-3-nitroquinolin-4-ol